FC1(CC(C1)C1=NC(=C2N1CCN(C2)C(=O)NC)C=2C=CC=C1C=C(N=CC21)N2CCOCC2)F 3-(3,3-difluorocyclobutyl)-N-methyl-1-(3-morpholinoisoquinolin-8-yl)-5,6-dihydroimidazo[1,5-a]pyrazine-7(8H)-carboxamide